C1(CC1)N1C(=NC2=C1C=C(C=C2F)C2CCN(CC2)C2CCN(CC2)CC(C)C)C2=CC=C(C=C2)S(=O)(=O)C 1-Cyclopropyl-4-fluoro-6-(1'-isobutyl-[1,4'-bipiperidin]-4-yl)-2-(4-(methylsulfonyl)phenyl)-1H-benzo[d]imidazol